CCO[C@@]1(CC(CO1)[C@@H]2CC[C@]3([C@]2(CC[C@H]4C3=CC[C@@H]5[C@@]4(CC[C@H](C5(C)C)O)C)C)C)[C@H]6C(O6)(C)C The molecule is a tetracyclic triterpenoid found in Dysoxylum lenticellatum. It has a role as a plant metabolite. It is a tetracyclic triterpenoid and an epoxide.